CN(C=1C=C(C=CC1)C1=CC=C(C=C1)NC(CCC(=O)N1C=2N(CCC1)N=C(C2)C)=O)C N-(3'-(dimethylamino)-[1,1'-biphenyl]-4-yl)-4-(2-methyl-6,7-dihydropyrazolo[1,5-a]pyrimidin-4(5H)-yl)-4-oxobutanamide